FC=1N=CN(C1)C1=CCC2C3CC=C4C[C@H](CC[C@@]4(C3CC[C@]12C)C)O (3S,10R,13S)-17-(4-fluoro-1H-imidazol-1-yl)-10,13-dimethyl-2,3,4,7,8,9,10,11,12,13,14,15-dodecahydro-1H-cyclopenta[a]phenanthren-3-ol